6-(4-ethoxy-2,3-difluoro-phenyl)-5-[2-[(3S)-1-(3-fluoropropyl)pyrrolidin-3-yl]oxypyrimidin-5-yl]-8,9-dihydro-7H-benzo[7]annulen-2-ol C(C)OC1=C(C(=C(C=C1)C1=C(C2=C(CCC1)C=C(C=C2)O)C=2C=NC(=NC2)O[C@@H]2CN(CC2)CCCF)F)F